C(#N)C1=C(N=C2N1CCOC1=C2C=CC(=C1)N[C@H](C(=O)N)C)N1C(OC[C@H]1C(F)F)=C=O (S)-2-((3-cyano-2-((S)-4-(difluoromethyl)-2-carbonyloxazolidin-3-yl)-5,6-dihydrobenzo[f]imidazo[1,2-d][1,4]oxazepin-9-yl)amino)propanamide